(4,4'-dimethoxytrityl)-N2-isobutyryl-2'-fluoro-guanosine COC1=CC=C(C(C2=CC=C(C=C2)OC)(C2=CC=CC=C2)[C@@]2([C@](O)([C@H](O)[C@@H](CO)O2)F)N2C=NC=3C(=O)NC(NC(C(C)C)=O)=NC23)C=C1